methyl 3-ethynyl-4-methyl-benzoate C(#C)C=1C=C(C(=O)OC)C=CC1C